OC1CC2(CC(C2)(C2=NN=CN2C)C=2C=C(C=CC2)N2CC3=C(C=C(C=C3C2=O)CN(C(OC(C)(C)C)=O)C2(CCC2)C)C(F)(F)F)C1 tert-butyl ((2-(3-(6-hydroxy-2-(4-methyl-4H-1,2,4-triazol-3-yl)spiro[3.3]heptan-2-yl)phenyl)-3-oxo-7-(trifluoromethyl)isoindolin-5-yl)methyl)(1-methylcyclobutyl)carbamate